CNS(=O)(=N)C1=CC=CC=C1 N-methylbenzenesulfonimidamide